BrC=1C(=NC(=NC1)NC1=C(C=C(C(=C1)Br)N1CCC(CC1)N1CCN(CCC1)C)OC)NC1=CC2=C(CCO2)C=C1NS(=O)(=O)C N-(6-((5-bromo-2-((5-bromo-2-methoxy-4-(4-(4-methyl-1,4-diazepan-1-yl)piperidine-1-yl)phenyl)amino)pyrimidin-4-yl)amino)-2,3-dihydrobenzofuran-5-yl)methanesulfonamide